2,5-dimethyl-N-(4-methyl-phenyl)-4,5-dihydrofuran-3-carboxamide CC=1OC(CC1C(=O)NC1=CC=C(C=C1)C)C